BrC1=CC=C(C=C1)C=1NC=C(N1)CO [2-(4-bromophenyl)-1H-imidazol-4-yl]Methanol